(E)-3-(4-((1R,3R)-2-(4-cyclopropylphenyl)-6-(1-ethyl-1H-pyrazol-4-yl)-3-methyl-1,2,3,4-tetrahydroisoquinoline-1-yl)phenyl)acrylic acid C1(CC1)C1=CC=C(C=C1)N1[C@@H](C2=CC=C(C=C2C[C@H]1C)C=1C=NN(C1)CC)C1=CC=C(C=C1)/C=C/C(=O)O